ClC1=C(C=C2C=C(N=CC2=C1)NC(=O)[C@@H]1CC12CCC2)C2CCN(CC2)[C@]2(COC[C@H]2O)C (R)-N-(7-chloro-6-(1-((3S,4S)-4-hydroxy-3-methyltetrahydrofuran-3-yl)piperidin-4-yl)isoquinolin-3-yl)spiro[2.3]hexane-1-carboxamide